ClC1=CC=C(C=C1)N1C(=NN=C1CN1N=NC=C1)[C@@H]1CC[C@H](CC1)OC1=NC=CC=C1 trans-2-[4-[4-(4-Chlorophenyl)-5-(triazol-1-ylmethyl)-1,2,4-triazol-3-yl]cyclohexyl]oxypyridine